tert-Butyl (S)-N-[(4-bromophenyl)-ethyl-oxo-λ6-sulfanylidene]carbamate BrC1=CC=C(C=C1)[S@@](=NC(OC(C)(C)C)=O)(=O)CC